(S)-4-oxo-3-((1-(m-tolyl)cyclopropyl)amino)-4,6,7,8-tetrahydropyrrolo[1,2-a]pyrazine-6-carboxylic acid O=C1C(=NC=C2N1[C@@H](CC2)C(=O)O)NC2(CC2)C=2C=C(C=CC2)C